2-methyl-1,4-phenylene bis(3,5-bis(4-(anthracen-9-yloxy) butoxy) benzoate) C1=CC=CC2=CC3=CC=CC=C3C(=C12)OCCCCOC=1C=C(C(=O)OC2=C(C=C(C=C2)OC(C2=CC(=CC(=C2)OCCCCOC=2C3=CC=CC=C3C=C3C=CC=CC23)OCCCCOC=2C3=CC=CC=C3C=C3C=CC=CC23)=O)C)C=C(C1)OCCCCOC=1C2=CC=CC=C2C=C2C=CC=CC12